6-N-benzoyl-2'-deoxyadenosine C(C1=CC=CC=C1)(=O)NC=1C=2N=CN([C@H]3C[C@H](O)[C@@H](CO)O3)C2N=CN1